BrC=1C(=NC2=C(C(=NC=C2C1N1[C@@H]([C@H]2CC[C@@H](C1)N2C(=O)OC(C)(C)C)CO)Cl)F)Cl tert-butyl (1R,2S,5S)-3-(3-bromo-2,7-dichloro-8-fluoro-1,6-naphthyridin-4-yl)-2-(hydroxymethyl)-3,8-diazabicyclo[3.2.1]octane-8-carboxylate